COC(=O)C12C(C(C1)(C2)CN2C(N(C=1N=CN(C1C2=O)C)C)=O)C Methyl-3-((3,7-dimethyl-2,6-dioxo-2,3,6,7-tetrahydro-1H-purin-1-yl)methyl)bicyclo[1.1.1]pentane-1-carboxylic acid methyl ester